3-(3-bromophenyl)-2-{[(9Z)-3,3-dimethyl-10-oxo-1,2,3,4,9,10-hexahydrophenanthr-9-ylidene]amino}propanoic acid BrC=1C=C(C=CC1)CC(C(=O)O)\N=C/1\C2=CC=CC=C2C=2CC(CCC2C1=O)(C)C